2-tertiary butyl-5-(2-phenyl-imidazol-1-yl)-pyrimidine-d tert-butyl-4-[4-[(2,6-dioxo-3-piperidyl)oxy]phenyl]-3,6-dihydro-2H-pyridine-1-carboxylate C(C)(C)(C)OC(=O)N1CCC(=CC1)C1=CC=C(C=C1)OC1C(NC(CC1)=O)=O.C(C)(C)(C)C1=NC=C(C(=N1)[2H])N1C(=NC=C1)C1=CC=CC=C1